N-{(3R)-1-[(4S)-7-(3,5-dimethylisoxazol-4-yl)-4-pyridin-2-yl-4,5-dihydroimidazo[1,5,4-de][1,4]benzoxazin-2-yl]pyrrolidin-3-yl}acetamide CC1=NOC(=C1C1=CC=C2C=3N([C@H](COC31)C3=NC=CC=C3)C(=N2)N2C[C@@H](CC2)NC(C)=O)C